(S)-8-chloro-4-((3-chloro-4-fluorophenyl)amino)-6-(((1-(2-hydroxyethyl)-1H-1,2,3-triazol-4-yl)(thiazol-4-yl)methyl)amino)quinoline-3-carbonitrile ClC=1C=C(C=C2C(=C(C=NC12)C#N)NC1=CC(=C(C=C1)F)Cl)N[C@@H](C=1N=CSC1)C=1N=NN(C1)CCO